N1(N=CC=C1)CC1=CC(=C(C#N)C=C1OC)F 4-((1H-pyrazol-1-yl)methyl)-2-fluoro-5-methoxybenzonitrile